FC1=C(C=CC(=C1)F)S(=O)(=O)C=CC=1C(=NC(=NC1)NC1=CC=C(C=C1)N1CCN(CC1)C)NC1=NN(C=C1)C 5-{2-[(2,4-Difluorophenyl)sulfonyl]vinyl}-N4-(1-methyl-1H-pyrazol-3-yl)-N2-[4-(4-methylpiperazin-1-yl)phenyl]pyrimidine-2,4-diamine